N5-azido-L-ornithine N(=[N+]=[N-])NCCC[C@H](N)C(=O)O